C(C1=CC=CC=C1)OC1=NC(=CC=C1C1=NN(C2=CC(=CC=C12)N1CC(C1)N1CCN(CC1)C(=O)OC(C)(C)C)C)OCC1=CC=CC=C1 tert-butyl 4-(1-(3-(2,6-bis(benzyloxy)pyridin-3-yl)-1-methyl-1H-indazol-6-yl)azetidin-3-yl)piperazine-1-carboxylate